[Si](C)(C)(C(C)(C)C)OC[C@@H](CF)N (S)-1-(tert-Butyldimethylsilyloxymethyl)-2-fluoroethylamine